p-cumylphenylether C(C)(C)(C1=CC=CC=C1)C1=CC=C(C=C1)OC1=CC=C(C=C1)C(C)(C)C1=CC=CC=C1